benzyl ((S)-1-((1R,2S,5S)-6,6-dimethyl-2-(((S)-1-oxo-3-((S)-2-oxopyrrolidin-3-yl)propan-2-yl)carbamoyl)-3-azabicyclo[3.1.0]hexan-3-yl)-3,3-dimethyl-1-oxobutan-2-yl)carbamate CC1([C@H]2CN([C@@H]([C@@H]12)C(N[C@H](C=O)C[C@H]1C(NCC1)=O)=O)C([C@H](C(C)(C)C)NC(OCC1=CC=CC=C1)=O)=O)C